Cl.FC1=CC=C(C=C1)[C@H]1[C@@H](C1)N (1R,2S)-2-(4-fluorophenyl)cyclopropylamine hydrochloride